6-[4-[acetyl(cyclopropylmethyl)amino]-3-chloro-phenyl]-N-[(6-fluoro-3-pyridyl)methyl]pyridine-3-carboxamide C(C)(=O)N(C1=C(C=C(C=C1)C1=CC=C(C=N1)C(=O)NCC=1C=NC(=CC1)F)Cl)CC1CC1